[I-].N1C=[NH+]C=C1 imidazolium iodide salt